4-(4-(5-bromopyrimidin-2-yl)benzyl)morpholine BrC=1C=NC(=NC1)C1=CC=C(CN2CCOCC2)C=C1